3-(7-oxo-1'-((4-phenylthiophen-2-yl)methyl)-5,7-dihydro-2H,6H-spiro[furo[2,3-f]isoindole-3,4'-piperidin]-6-yl)piperidine-2,6-dione O=C1N(CC=2C=C3C(=CC12)OCC31CCN(CC1)CC=1SC=C(C1)C1=CC=CC=C1)C1C(NC(CC1)=O)=O